2-(4-(2,2-dimethylpiperazine-1-carbonyl)phenyl)-1H-benzo[d]imidazole-4-carboxamide CC1(N(CCNC1)C(=O)C1=CC=C(C=C1)C1=NC2=C(N1)C=CC=C2C(=O)N)C